2-(2-(3-((4-(4,6-divinyl-1,3,5-triazin-2-yl)piperazin-1-yl)sulfonyl)ureido)ethoxy)propanoic acid C(=C)C1=NC(=NC(=N1)C=C)N1CCN(CC1)S(=O)(=O)NC(NCCOC(C(=O)O)C)=O